2-(4-cyclopropyl-2-fluorophenyl)-4,4,5,5-tetramethyl-1,3,2-dioxaborolane C1(CC1)C1=CC(=C(C=C1)B1OC(C(O1)(C)C)(C)C)F